methyl 3-(5-(4-fluoro-1-methylpiperidin-4-yl)-6-methoxypyrazolo[1,5-a]pyridin-3-yl)-1-methyl-1H-pyrazole-5-carboxylate FC1(CCN(CC1)C)C1=CC=2N(C=C1OC)N=CC2C2=NN(C(=C2)C(=O)OC)C